NC1=NC=2C=C(C(=CC2C2=C1C=NN2C)C(=O)N2N(C=C(C2)C)C2=NC=CC=C2F)C rel-(R)-(4-amino-1,7-dimethyl-1H-pyrazolo[4,3-c]quinolin-8-yl)(2-(3-fluoropyridin-2-yl)-4-methylpyrazolin-1-yl)methanone